O[C@@H]([C@@H](C)S(=O)(=O)N)CC=C (2R,3R)-3-HYDROXYHEX-5-ENE-2-SULFONAMIDE